6-[(2S)-2-aminopropyl]-2-chloro-5-fluoro-7-methyl-N-[(pyridin-2-yl)methyl]-7H-pyrrolo[2,3-d]pyrimidin-4-amine N[C@H](CC1=C(C2=C(N=C(N=C2NCC2=NC=CC=C2)Cl)N1C)F)C